(S)-2-(4-cyano-2-methoxyphenoxy)-5-(4-(difluoromethyl)phenyl)-4-methyl-N-(2-(S-methylamino-sulfanyl)pyridin-4-yl)nicotinamide C(#N)C1=CC(=C(OC2=C(C(=O)NC3=CC(=NC=C3)SNC)C(=C(C=N2)C2=CC=C(C=C2)C(F)F)C)C=C1)OC